O1C(COC2=NC=CC=C21)COC2=NC(N1C(C3=CC=C(C=C3CC1)C#CCNC)=C2)=O 2-(2,3-Dihydro-[1,4]dioxino[2,3-b]pyridin-2-ylmethoxy)-9-(3-methylamino-prop-1-ynyl)-6,7-dihydro-pyrimido[6,1-a]isoquinolin-4-one